COC=1C=C(CCN)C=C(C1OCCC1=CC=CC=C1)OC 3,5-dimethoxy-4-phenethyloxy-phenethylamine